3-((5-(1-((2s,6r)-2,6-dimethylmorpholinyl)-3-ethylimidazo[1,5-a]quinoxalin-8-yl)pyridin-2-yl)oxy)-N,N-dimethylpropane-1-amine C[C@H]1CN(C[C@H](O1)C)C1=NC(=C2N1C1=CC(=CC=C1N=C2)C=2C=CC(=NC2)OCCCN(C)C)CC